N1CC(CCC1)NC(C1=NC=CC=C1)=O N-(piperidin-3-yl)picolinamide